(R)-6-ethyl-1-(1-(2-ethylbutyl)piperidin-3-yl)-5-(8-methoxy-[1,2,4]triazolo[1,5-a]pyridin-6-yl)-1,3-dihydro-2H-benzo[d]imidazol-2-one C(C)C=1C(=CC2=C(N(C(N2)=O)[C@H]2CN(CCC2)CC(CC)CC)C1)C=1C=C(C=2N(C1)N=CN2)OC